tert-butyl (R)-2-((((9H-fluoren-9-yl) methoxy) carbonyl) amino)-3-chloropropionate C1=CC=CC=2C3=CC=CC=C3C(C12)COC(=O)N[C@H](C(=O)OC(C)(C)C)CCl